(S)-N-(4-(4-(5-(cyclopentyl(hydroxy)methyl)furan-2-yl)-1H-1,2,3-triazol-1-yl)-3-(6-azaspiro[2.5]octan-6-yl)phenyl)-2-hydroxyethane-1-sulfonamide C1(CCCC1)[C@@H](C1=CC=C(O1)C=1N=NN(C1)C1=C(C=C(C=C1)NS(=O)(=O)CCO)N1CCC2(CC2)CC1)O